NaphthaleneAcetic Acid benzyl-(S)-1-chloro-3-((3,5-dimethylbenzyl)amino)-4-oxo-4,6,7,8-tetrahydropyrrolo[1,2-a]pyrazine-6-carboxylate C(C1=CC=CC=C1)OC(=O)[C@@H]1CCC=2N1C(C(=NC2Cl)NCC2=CC(=CC(=C2)C)C)=O.C2(=CC=CC1=CC=CC=C21)CC(=O)O